(S)-(4-Cinnamyl-7-azabicyclo[2.2.1]heptan-1-yl)(5-fluoropyridin-3-yl)-methanol C(C=CC1=CC=CC=C1)C12CCC(CC1)(N2)[C@@H](O)C=2C=NC=C(C2)F